4,4-dimethylcyclohexanamine CC1(CCC(CC1)N)C